(S)-5-bromo-2-(1-cyclopropylethyl)-7-(thiazol-2-yl)isoindolin-1-one BrC=1C=C2CN(C(C2=C(C1)C=1SC=CN1)=O)[C@@H](C)C1CC1